5-bromospiro[indoline-3,4'-tetrahydropyran]-2-one BrC=1C=C2C(=CC1)NC(C21CCOCC1)=O